C1(CC1)C1=NC(=NN1)NC=1SC(=C(N1)C=1C=C(C#N)C=CC1F)N1C(=NC=C1)C 3-{2-[(5-CYCLOPROPYL-1H-1,2,4-TRIAZOL-3-YL)AMINO]-5-(2-METHYL-1H-IMIDAZOL-1-YL)-1,3-THIAZOL-4-YL}-4-FLUOROBENZONITRILE